imidazole strontium chloride [Cl-].[Sr+2].N1C=NC=C1.[Cl-]